7-(8-Fluoro-2-methylimidazo[1,2-a]pyridin-6-yl)-2-piperazin-1-yl-[1,3,4]thiadiazolo[3,2-a]pyrimidin-5-on FC=1C=2N(C=C(C1)C=1N=C3N(C(C1)=O)N=C(S3)N3CCNCC3)C=C(N2)C